ClC=1C=CC(=C(C1)C1=CC(N(C=C1OC)C(C(=O)NC1=CC=C(C=C1)P(=O)(OC)OC)CC1=CC=CC=C1)=O)N1N=NN=C1 2-(4-(5-chloro-2-(1H-tetrazol-1-yl)phenyl)-5-methoxy-2-oxopyridin-1(2H)-yl)-N-(4-(dimethylphosphono)phenyl)-3-phenylpropionamide